3-(1-Benzofuran-5-yl)-1-[2-hydroxy-4-methyl-6-[[3,4,5-trihydroxy-6-(hydroxymethyl)oxan-2-yl]methyl]phenyl]prop-2-en-1-one O1C=CC2=C1C=CC(=C2)C=CC(=O)C2=C(C=C(C=C2CC2OC(C(C(C2O)O)O)CO)C)O